CNC1=NC(=NC(=C1)C)NC=1C=C(C2=C(CCO2)C1)OCCN1CCCC1 N4,6-dimethyl-N2-[7-(2-pyrrolidin-1-ylethoxy)-2,3-dihydrobenzofuran-5-yl]-pyrimidine-2,4-diamine